ethyl (E)-2-(5-(3-acetylphenyl)-2-(cyclopropylmethyl)-1-(4-(N-((dimethylamino) methylene) sulfamoyl)-3-fluorobenzyl)-1H-pyrrol-3-yl)-5-methylthiazole-4-carboxylate C(C)(=O)C=1C=C(C=CC1)C1=CC(=C(N1CC1=CC(=C(C=C1)S(/N=C/N(C)C)(=O)=O)F)CC1CC1)C=1SC(=C(N1)C(=O)OCC)C